3-(3-(cyclopentyl-methoxy)-4-(ethylsulfonamido)phenyl)-5-((6-(trifluoro-methyl)pyridin-2-yl)amino)-1H-pyrazole-4-carboxamide C1(CCCC1)COC=1C=C(C=CC1NS(=O)(=O)CC)C1=NNC(=C1C(=O)N)NC1=NC(=CC=C1)C(F)(F)F